N1=CN=C2N=CNC2=C1N[C@@H]1[C@H]([C@@H]([C@H]([C@@H](O1)CO)NC([C@H]([C@@H](C)O)NC(OC(C)(C)C)=O)=O)O)O tert-butyl ((2S,3R)-1-(((2R,3R,4R,5S,6S)-6-((7H-purin-6-yl)amino)-4,5-dihydroxy-2-(hydroxymethyl)tetrahydro-2H-pyran-3-yl)amino)-3-hydroxy-1-oxobutan-2-yl)carbamate